methyl 5-cyclobutyl-6-methyl-pyrrolo[2,3-b]pyrazine-3-carboxylate C1(CCC1)N1C(=CC=2C1=NC(=CN2)C(=O)OC)C